CC1C=C2CCCCCCCCCC(C1)O2 13-methyl-15-oxabicyclo[9.3.1]pentadeca-11-ene